FC1(OC2=C(O1)C=CC(=C2)/C=C/C(=O)O)F (2E)-3-(2,2-difluoro-2H-1,3-benzodioxol-5-yl)prop-2-enoic acid